BrCC(C(=O)[O-])=C 2-bromomethyl-acrylate